4-[(3-methoxy-4-{5-[(morpholin-4-yl)methyl]-1,2,4-oxadiazol-3-yl}pyridin-2-yl)amino]-N-(2H3)methyl-6-(3-methylbutanamido)pyridazine-3-carboxamide COC=1C(=NC=CC1C1=NOC(=N1)CN1CCOCC1)NC1=C(N=NC(=C1)NC(CC(C)C)=O)C(=O)NC([2H])([2H])[2H]